OC1([C@H](O)[C@@H](O)[C@H](O)[C@H](O1)CO)O β-D-gluconic acid